C[Zr](C1C=C(C=C1)CCC)([Si](C)(C)C1(C(=C(C(=C1)C)C)C)C)C dimethyl-(tetramethyl-cyclopentadienyl)dimethylsilyl-(3-n-propyl-cyclopentadienyl)zirconium